CN1C(=NC2=C(C=C(C=C2C1=O)C)[C@@H](C)N[S@](=O)C(C)(C)C)C1(CCC1)C (R)-N-((R)-1-(3,6-dimethyl-2-(1-methylcyclobutyl)-4-oxo-3,4-dihydroquinazolin-8-yl)ethyl)-2-methylpropane-2-sulfinamide